C(C=CC=CCCCCC)(=O)OCCC propyl decadienoate